2-fluoro-5-methoxy-4-((4-((2-methyl-3-oxoisoindoline-4-yl)oxy)-5-(trifluoromethyl)pyrimidin-2-yl)amino)-N-(7-methyl-7-azaspiro[3.5]nonan-2-yl)benzamide FC1=C(C(=O)NC2CC3(C2)CCN(CC3)C)C=C(C(=C1)NC1=NC=C(C(=N1)OC1=C3C(N(CC3=CC=C1)C)=O)C(F)(F)F)OC